C1(=C(C=CC=C1)C12NC(C(C=C1)CC2)C(=O)OCC)C Ethyl 2-tolyl-2-azabicyclo[2.2.2]oct-5-ene-3-carboxylate